N-(ε-maleimidocaproyloxy)succinimide tert-butyl-N-[(1s,4s)-4-[methoxy(methyl)carbamoyl]cyclohexyl]carbamate C(C)(C)(C)OC(NC1CCC(CC1)C(N(C)OC)=O)=O.C1(C=CC(N1CCCCCC(=O)ON1C(CCC1=O)=O)=O)=O